2'-(4-methyl-4H-1,2,4-triazol-3-yl)-[1,1'-biphenyl]-3-carbaldehyde CN1C(=NN=C1)C1=C(C=CC=C1)C1=CC(=CC=C1)C=O